6-(cyclopropanecarboxamido)-4-((2-ethyl-5-methyl-4,5-dihydro-2H-[1,2,3]triazolo[4,5-c][1,7]naphthyridin-6-yl)amino)-N-(methyl-d3)pyridazine-3-carboxamide C1(CC1)C(=O)NC1=CC(=C(N=N1)C(=O)NC([2H])([2H])[2H])NC1=NC=CC=2C=3C(CN(C12)C)=NN(N3)CC